2-(1-hydroxynaphthalen-2-yl)-4(s)-ethylimidazole OC1=C(C=CC2=CC=CC=C12)C=1NC=C(N1)CC